(6S)-3-[2-Chloro-6-fluoro-4-(2-phenylethynyl)phenyl]-1,6-dimethyl-6-(1-methyl-pyrazol-4-yl)hexahydropyrimidine-2,4-dione ClC1=C(C(=CC(=C1)C#CC1=CC=CC=C1)F)N1C(N([C@@](CC1=O)(C=1C=NN(C1)C)C)C)=O